4-{5-amino-6-[1-(2,6-dichloro-3-fluoro-phenyl)-ethoxy]-pyrazin-2-yl}-benzoic acid NC=1N=CC(=NC1OC(C)C1=C(C(=CC=C1Cl)F)Cl)C1=CC=C(C(=O)O)C=C1